N-[2-[[(phenylamino)carbonyl]oxy]ethyl]acrylamide C1(=CC=CC=C1)NC(=O)OCCNC(C=C)=O